CN1N=CC=C1C1=C2C(=NC(=C1)C1=CC=NN1C)SC(=C2)[C@@H](C)O (1R)-1-(4,6-bis(1-methyl-1H-pyrazol-5-yl)thieno[2,3-b]pyridin-2-yl)ethanol